CC1(OB(OC1(C)C)C1=C2C(=NC=C1)NC=C2)C 4-(4,4,5,5-tetramethyl-1,3,2-Dioxaborol-2-yl)-1H-pyrrolo[2,3-b]pyridine